ethynyldecylmethylmethanol C(#C)C(O)(C)CCCCCCCCCC